2-(chloromethyl)-N,N,6-trimethyl-4-oxo-3,4-dihydroquinazoline-7-sulfonamide ClCC1=NC2=CC(=C(C=C2C(N1)=O)C)S(=O)(=O)N(C)C